4-[1-[6-[(2,6-dioxo-3-piperidinyl)amino]-3-pyridinyl]-4-piperidinyl]piperidine-1-carboxylic acid tert-butyl ester C(C)(C)(C)OC(=O)N1CCC(CC1)C1CCN(CC1)C=1C=NC(=CC1)NC1C(NC(CC1)=O)=O